3-hydroxy-N-(2-naphthyl)-2-naphthamide C1=CC=C2C=C(C=CC2=C1)NC(=O)C3=CC4=CC=CC=C4C=C3O